(3-(2-(4,4-difluoroazepan-1-yl)-7-fluoroquinoline-3-carboxamido)phenyl)boronic acid FC1(CCN(CCC1)C1=NC2=CC(=CC=C2C=C1C(=O)NC=1C=C(C=CC1)B(O)O)F)F